C(C1=CC=CC=C1)OC(=O)N1CCC(=CC1)C=1N=CC(=NC1)N1CCN(CC1)C(=O)OC(C)(C)C tert-butyl 4-[5-(1-benzyloxycarbonyl-3,6-dihydro-2H-pyridin-4-yl)pyrazin-2-yl]piperazine-1-carboxylate